N[C@@H]1[C@@H](N(CC1)C(=O)OC(C)(C)C)CC=1N=C(SC1)Br Tert-Butyl cis-3-amino-2-((2-bromo-1,3-thiazol-4-yl)methyl)pyrrolidine-1-carboxylate